COC=1C=C(C=CC1OC)C([C@H](C)NC([C@H](C)NC(C1=NC=CC(=C1O)OC)=O)=O)C1=CC(=C(C=C1)OC)OC N-((S)-1-(((S)-1,1-bis(3,4-dimethoxyphenyl)propan-2-yl)amino)-1-oxopropan-2-yl)-3-hydroxy-4-methoxypicolinamide